2-{2-[4-(methylsulfonyl)phenyl][1,2,4]triazolo[1,5-c]quinazolin-5-yl}-N-propyl-D-alaninamide CS(=O)(=O)C1=CC=C(C=C1)C1=NN2C(=NC=3C=CC=CC3C2=N1)[C@@](N)(C)C(=O)NCCC